phenylglycidyl-amine C1(=CC=CC=C1)NCC1CO1